2,7-Dichloro-4-(1-(difluoromethyl)-8-((4-nitrophenyl)sulfonyl)-3,8-diazabicyclo[3.2.1]octan-3-yl)-8-fluoropyrido[4,3-d]pyrimidine ClC=1N=C(C2=C(N1)C(=C(N=C2)Cl)F)N2CC1(CCC(C2)N1S(=O)(=O)C1=CC=C(C=C1)[N+](=O)[O-])C(F)F